2-((1H-benzo[d]imidazol-2-yl)amino)-N-(2-methoxyethyl)-1-methyl-1H-benzo[d]imidazole-5-carboxamide N1C(=NC2=C1C=CC=C2)NC2=NC1=C(N2C)C=CC(=C1)C(=O)NCCOC